[Mn].[V] vanadium-manganese